C(C=C)O[Na] allyloxySodium